5-(2-azaspiro[3.3]heptan-6-yloxy)-8-chloro-2-methyl-phthalazin-1-one C1NCC12CC(C2)OC2=C1C=NN(C(C1=C(C=C2)Cl)=O)C